(S)-5-phenyl-2-((1R,3S)-3-(pyrimidin-4-yl)cyclobutyl)-2,5,6,7-tetrahydro-3H-pyrrolo[2,1-c][1,2,4]triazol-3-one C1(=CC=CC=C1)[C@@H]1CCC2=NN(C(N21)=O)C2CC(C2)C2=NC=NC=C2